4-(difluoromethoxy)-6-methylpyridin-3-amine FC(OC1=C(C=NC(=C1)C)N)F